(2s)-4-{[2-chloro-3-(cyclopropylcarbamoyl)phenyl]amino}-3-cyclopropyl-N-[(2Z)-imidazolidin-2-ylidene]benzamide ClC1=C(C=CC=C1C(NC1CC1)=O)NC1=C(C=C(C(=O)N=C2NCCN2)C=C1)C1CC1